tris-(p-methylphenyl) phosphate P(=O)(OC1=CC=C(C=C1)C)(OC1=CC=C(C=C1)C)OC1=CC=C(C=C1)C